C(CC)NC1=CC=CC=C1 propyl-aniline